2,6-difluoro-N'-hydroxybenzoamidine FC1=C(C(=NO)N)C(=CC=C1)F